C1=C(C=CC2=CC=CC=C12)NS(=O)(=O)C N-(naphthalen-2-yl)methanesulfonamide